C(C)C=1C=C(C=CC1)OC m-ethyl-anisole